6-bromo-2-(methylsulfonyl)-1H-benzo[d]imidazole BrC=1C=CC2=C(NC(=N2)S(=O)(=O)C)C1